[Zn].C(C(C)C)OC1=CC=C(C(N)=NO)C=C1 4-isobutoxybenzamide oxime compound with zinc